C(C1=CC=CC=C1)C1(CCC1)NC1=NC=C2C(=N1)N(N=C2C=2C(=C(C(=C(C2)C(F)(F)F)F)O)F)C 3-(6-((1-Benzylcyclobutyl)amino)-1-methyl-1H-pyrazolo[3,4-d]pyrimidin-3-yl)-2,6-difluoro-5-(trifluoromethyl)phenol